C(C)OC(=O)C1CC=2C=NN(C2CC1)C1CCOCC1.BrC1=C(C(=C(N)C=C1)[N+](=O)[O-])C(F)(F)F 4-bromo-2-nitro-3-(trifluoromethyl)aniline ethyl-1-(tetrahydro-2H-pyran-4-yl)-4,5,6,7-tetrahydro-1H-indazole-5-carboxylate